C=1N=CN2C1C1=CC=CC=C1[C@H]2[C@@]2(CN(CCC2)S(=O)(=O)C)O (R)-3-((S)-5H-imidazo[5,1-a]isoindol-5-yl)-1-(methylsulfonyl)piperidin-3-ol